(2-(pyridin-3-yl)ethyl)phthalazine N1=CC(=CC=C1)CCC1=NN=CC2=CC=CC=C12